3-(5-((2-(benzyl(methyl)amino)cyclohexyl)(methyl)amino)-1-oxoisoindolin-2-yl)piperidine-2,6-dione C(C1=CC=CC=C1)N(C1C(CCCC1)N(C=1C=C2CN(C(C2=CC1)=O)C1C(NC(CC1)=O)=O)C)C